ClC1=C(C=CC=C1)C1(C(C(CCC1)OC)=O)N(C)C 2-(2-Chloro-phenyl)-2-(dimethylamino)-6-methoxycyclohexanon